tert-butyl 4-(3-(2-cyanoethyl)-3-(ethoxycarbonyl)-2,3-dihydrobenzofuran-6-yl)piperidine-1-carboxylate C(#N)CCC1(COC2=C1C=CC(=C2)C2CCN(CC2)C(=O)OC(C)(C)C)C(=O)OCC